2-(2'-hydroxy-5'-tert-octylphenyl)benzotriazol OC1=C(C=C(C=C1)C(C)(C)CC(C)(C)C)N1N=C2C(=N1)C=CC=C2